BrC=1C(=CC2=C(NCCS2)C1)F 6-bromo-7-fluoro-3,4-dihydro-2H-1,4-benzothiazine